N-((2,6-dihydroxy-3'-methyl-4-pentyl-[1,1'-biphenyl]-3-yl)sulfonyl)-2-(2-methoxyethoxy)acetamide OC1=C(C(=CC(=C1S(=O)(=O)NC(COCCOC)=O)CCCCC)O)C1=CC(=CC=C1)C